C1(=CC=CC2=CC=CC=C12)C1=C(C=CC=C1)NC1=CC=CC2=CC=CC=C12 N-(2-(naphthalen-1-yl)phenyl)naphthalen-1-amine